4-oxo-4-((8-(4-((4-((4'-pentyl-[1,1'-bi(cyclohexane)]-4-carbonyl)oxy)phenoxy)carbonyl)phenoxy)octyl)oxy)butanoic acid O=C(CCC(=O)O)OCCCCCCCCOC1=CC=C(C=C1)C(=O)OC1=CC=C(C=C1)OC(=O)C1CCC(CC1)C1CCC(CC1)CCCCC